9,9',9''-(4-(benzo[d]oxazol-2-yl)-6-cyanobenzene-1,2,3-triyl)tris(9H-carbazole-3-carbonitrile) O1C(=NC2=C1C=CC=C2)C2=C(C(=C(C(=C2)C#N)N2C1=CC=CC=C1C=1C=C(C=CC21)C#N)N2C1=CC=CC=C1C=1C=C(C=CC21)C#N)N2C1=CC=CC=C1C=1C=C(C=CC21)C#N